CN(C(OC(C)(C)C)=O)C\C=C\B1OC(C(O1)(C)C)(C)C tert-butyl N-methyl-N-[(E)-3-(4,4,5,5-tetramethyl-1,3,2-dioxaborolan-2-yl)allyl]carbamate